6-bromo-3-morpholinoquinoxalin-2(1H)-one BrC=1C=C2N=C(C(NC2=CC1)=O)N1CCOCC1